(4-(3-(5-oxo-5,6-dihydro-1,6-naphthyridin-7-yl)propyl)piperazin-1-yl)nicotinonitrile O=C1C=2C=CC=NC2C=C(N1)CCCN1CCN(CC1)C1=C(C#N)C=CC=N1